2-[[1-[3-chloro-4-(2-methoxyethoxy)phenyl]-5-isobutyl-pyrazol-3-yl]amino]-5-(thiophen-2-yl)nicotinate ClC=1C=C(C=CC1OCCOC)N1N=C(C=C1CC(C)C)NC1=C(C(=O)[O-])C=C(C=N1)C=1SC=CC1